BrC=1C=CC2=C(N=C(O2)CCl)C1 5-bromo-2-(chloromethyl)benzo[d]oxazole